NCCCN1CC2CCC(C1)N2C2=CC=C(C=C2)C2C(NC(CC2)=O)=O 3-(4-(3-(3-aminopropyl)-3,8-diazabicyclo[3.2.1]octan-8-yl)phenyl)piperidine-2,6-dione